N-[(1S)-1-(dicyclopropylmethyl)-2-[4-(3,5-dimethylimidazol-4-yl)-3-hydroxy-anilino]-2-oxo-ethyl]-2-isopropyl-pyrazole-3-carboxamide C1(CC1)C([C@@H](C(=O)NC1=CC(=C(C=C1)C=1N(C=NC1C)C)O)NC(=O)C=1N(N=CC1)C(C)C)C1CC1